2-(cyclopentyloxy)-4H-pyrrolo[2,3-d]Thiazole-5-carboxylic acid C1(CCCC1)OC=1SC2=C(N1)NC(=C2)C(=O)O